C(C)(C)(C)OC(C(=O)N(C=1SC(=C(N1)C(=O)NC1C(CC1)(C)C)C)C1=CC(=NC(=C1)F)F)C 2-[2-tert-butoxypropionyl-(2,6-difluoro-4-pyridinyl)amino]-N-(2,2-dimethylcyclobutyl)-5-methyl-thiazole-4-carboxamide